3-methacrylamidopropyldimethylethoxysilane C(C(=C)C)(=O)NCCC[Si](OCC)(C)C